(S)-2-Methyl-propane-2-sulfinic acid [(R)-1-(4-bromo-3-chloro-phenyl)-2-hydroxymethyl-1,3-dimethyl-butyl]amide BrC1=C(C=C(C=C1)[C@](C(C(C)C)CO)(C)N[S@@](=O)C(C)(C)C)Cl